4-(4-(4-(4-Methoxyphenyl)piperazin-1-yl)phenyl)-1-(pentan-2-yl)-1H-1,2,4-triazol-5(4H)-one Ethyl-3-(8-cyanoquinoxalin-5-yl)-5-(trifluoromethyl)-3-azabicyclo[3.1.0]hexane-1-carboxylate C(C)OC(=O)C12CN(CC2(C1)C(F)(F)F)C1=C2N=CC=NC2=C(C=C1)C#N.COC1=CC=C(C=C1)N1CCN(CC1)C1=CC=C(C=C1)N1C=NN(C1=O)C(C)CCC